ClC1=C(C=CC(=C1)C#N)C=1C=CC(=C2C=CC=NC12)C[C@@H](C(=O)O)NC(C1=C(C=CC=C1F)Cl)=O (S)-3-(8-(2-chloro-4-cyanophenyl)quinolin-5-yl)-2-(2-chloro-6-fluorobenzamido)propionic acid